[Si](C)(C)(C(C)(C)C)OCC(CN)(F)F 3-[tert-butyl(dimethyl)silyl]oxy-2,2-difluoro-propan-1-amine